ClC=1C=C(NC2(CCC3(C(=CC4=CC=CC=C34)CCOS(=O)(=O)C)CC2)C(=O)OC)C=CC1 methyl (1r,4r)-4-(3-chloroanilino)-2'-{2-[(methanesulfonyl)oxy]ethyl}spiro[cyclohexane-1,1'-indene]-4-carboxylate